4-(2-{3-[(2,4-Diamino-6-ethylpyrimidin-5-yl)oxy]propoxy}phenyl)-N-hydroxybutanamide NC1=NC(=C(C(=N1)N)OCCCOC1=C(C=CC=C1)CCCC(=O)NO)CC